C1(CC1)C=1N(C=C(N1)C=1C=C(C(=NC1)N)OC(F)(F)F)C12CC(C1)(C2)N2CCN(CC2)S(=O)(=O)C 5-(2-cyclopropyl-1-(3-(4-(methylsulfonyl)piperazin-1-yl)bicyclo[1.1.1]pentan-1-yl)-1H-imidazol-4-yl)-3-(trifluoromethoxy)pyridin-2-amine